N-(2-((4-((4-amino-5,7-dimethylpyrido[2,3-d]pyrimidin-2-yl)amino)piperidin-1-yl)methyl)-5-cyanophenyl)acetamide NC=1C2=C(N=C(N1)NC1CCN(CC1)CC1=C(C=C(C=C1)C#N)NC(C)=O)N=C(C=C2C)C